FC1=NNC2=CC(=CC=C12)/C=C/C(=O)NC=1C(=NC=C(C1C)F)C (2E)-3-(3-fluoro-1H-indazol-6-yl)-N-(5-fluoro-2,4-dimethylpyridin-3-yl)prop-2-enamide